ClC=1C=C2C(C(NC2=CC1)=O)=NN=C1SCC(N1C1=CC(=CC=C1)C(C)C)=O 5-chloro-3-(2-(3-(3-isopropylphenyl)-4-oxothiazolidine-2-ylidene)hydrazono)indol-2-one